NCC1=C(C=C(C=C1)C1=C(C=NC=C1)N1CC2CN(C(C1)C2)C(=O)OC(C)(C)C)C tert-butyl 3-[4-[4-(aminomethyl)-3-methyl-phenyl]-3-pyridyl]-3,6-diazabicyclo[3.2.1]octane-6-carboxylate